NC1=CC=C2C(=N1)OC(C2=O)(C)C 6-amino-2,2-dimethylfuro[2,3-b]pyridin-3(2H)-one